C(C)(=O)O[C@H]1[C@@H](O[C@@H]([C@H]([C@@H]1OC(C)=O)OC(C)=O)C(=O)OC)OC1=C(C=C(C=C1)CBr)NC(CCNC(=O)OCC1C2=CC=CC=C2C=2C=CC=CC12)=O (2S,3R,4S,5S,6S)-2-(2-(3-((((9H-fluoren-9-yl)methoxy)carbonyl)amino)propionamido)-4-(bromomethyl)phenoxy)-6-(methoxycarbonyl)tetrahydro-2H-pyran-3,4,5-triyl triacetate